ClC1=C(C(=O)N[C@@H](C(N2CCNCC2)=O)C)C=CC(=C1)NC=1C=2N(C=CN1)C(=CN2)C=2C(=NNC2)C(F)(F)F 2-chloro-N-[(2R)-1-oxo-1-piperazin-1-ylpropan-2-yl]-4-[[3-[3-(trifluoromethyl)-1H-pyrazol-4-yl]imidazo[1,2-a]pyrazin-8-yl]amino]benzamide